N-(2-(1H-1,2,4-triazol-1-yl)ethyl)-4-(indolin-1-yl)-6-(1H-pyrazol-1-yl)-1,3,5-triazin-2-amine N1(N=CN=C1)CCNC1=NC(=NC(=N1)N1CCC2=CC=CC=C12)N1N=CC=C1